(4-amino-2-fluoro-6-methylphenyl)-3-(1-methyl-1H-pyrazol-4-yl)-1H-pyrazolo[3,4-c]pyridine-1-carboxylic acid tert-butyl ester C(C)(C)(C)OC(=O)N1N=C(C=2C1=CN=CC2C2=C(C=C(C=C2C)N)F)C=2C=NN(C2)C